5-(2,2-Difluorocyclopropyl)-1-[(4-methoxyphenyl)methyl]-1H-Pyrazol-3-amine FC1(C(C1)C1=CC(=NN1CC1=CC=C(C=C1)OC)N)F